O=C1NC(CCC1C1=CC=C(C=C1)N1CCC(CC1)(F)CN1CCC(CC1)(C)NC(OC(C)(C)C)=O)=O tert-butyl N-[1-[[1-[4-(2,6-dioxo-3-piperidyl)phenyl]-4-fluoro-4-piperidyl]methyl]-4-methyl-4-piperidyl]carbamate